(2S)-1-((4R,7S)-7-((2R,3R,4S,11S,12R)-12-benzyl-3,11-dihydroxy-4-methyl-5-oxotetradecan-2-yl)-2-hydroxy-4-methyl-3-oxooxepane-2-carbonyl)piperidine-2-carboxylic acid C(C1=CC=CC=C1)[C@H]([C@H](CCCCCC([C@H]([C@@H]([C@@H](C)[C@@H]1CC[C@H](C(C(O1)(C(=O)N1[C@@H](CCCC1)C(=O)O)O)=O)C)O)C)=O)O)CC